cyclohexyl-n-butyl-cyclopentadienyl-2,7-diphenyl-fluorenyl-methane C1(CCCCC1)C(C1=C(C=CC=2C3=CC=C(C=C3CC12)C1=CC=CC=C1)C1=CC=CC=C1)(C1C=CC=C1)CCCC